BrC1=C(C=C(C=C1)C(C)=O)Cl 1-(4-bromo-3-chlorophenyl)ethan-1-one